FC1=CC=C(C=C1)N1N=CC2=CC(=CC=C12)N1C(C([C@@H]([C@H]1C1=CC=CC=C1)NCC1=NC=CC=N1)(C)C)=O (4S,5R)-1-(1-(4-fluorophenyl)-1H-indazol-5-yl)-3,3-dimethyl-5-phenyl-4-((pyrimidin-2-ylmethyl)amino)pyrrolidin-2-one